C(C(C)C)(=O)OC=1C(=NC=CC1OC)C(N[C@@H](C)C1=NOC(=N1)C(C1=CC=C(C=C1)F)C1=CC=C(C=C1)F)=O (S)-2-((1-(5-(bis(4-fluorophenyl)methyl)-1,2,4-oxadiazol-3-yl)ethyl)carbamoyl)-4-methoxypyridin-3-yl isobutyrate